Allyl (11aS)-11-hydroxy-7-methoxy-2-methyl-5-oxo-8-((triisopropylsilyl)oxy)-11,11a-dihydro-1H-benzo[e]pyrrolo[1,2-a][1,4]diazepine-10(5H)-carboxylate OC1[C@H]2N(C(C3=C(N1C(=O)OCC=C)C=C(C(=C3)OC)O[Si](C(C)C)(C(C)C)C(C)C)=O)C=C(C2)C